C([C@@H](C(=O)O)NC=O)C(=O)O The molecule is a N-formyl amino acid that is the N-formyl-derivative of L-aspartic acid. It has a role as a mouse metabolite. It is a N-acyl-L-aspartic acid and a N-formyl amino acid. It is a conjugate acid of a N-formyl-L-aspartate(2-).